(R)-6-fluoro-1-(4-(2-methoxyethoxy)phenyl)-7-(2-(((3-methylpyridin-2-yl)oxy)methyl)pyrrolidin-1-yl)-4-oxo-1,4-dihydro-quinoline-3-carboxylic acid FC=1C=C2C(C(=CN(C2=CC1N1[C@H](CCC1)COC1=NC=CC=C1C)C1=CC=C(C=C1)OCCOC)C(=O)O)=O